(4-(2-(5-amino-8-methylbenzo[f][1,7]naphthyridin-2-yl)ethyl)-3-methylphenyl)(hydroxy)methylenebisphosphonic acid NC1=NC2=C(C=3C=C(C=NC13)CCC1=C(C=C(C=C1)C(P(O)(O)=O)(P(O)(O)=O)O)C)C=CC(=C2)C